C(C)(C)(C)C1=CC=2C(C3=CC(=CC(=C3OC2C(=C1)P(C1=CC=CC=C1)C1=C(C=CC=C1)OC)P(C1=CC=CC=C1)C1=C(C=CC=C1)OC)C(C)(C)C)(C)C (1s,1'S)-(+)-(2,7-di-tert-butyl-9,9-dimethyl-9H-xanthene-4,5-diyl)bis((2-methoxyphenyl)(phenyl)phosphine)